(S)-3-amino-N-(2-(2-methylpyrrolidin-1-yl)ethyl)-5-(trifluoromethyl)benzamide NC=1C=C(C(=O)NCCN2[C@H](CCC2)C)C=C(C1)C(F)(F)F